(R)-4-(5-(1-(difluoromethyl)-1H-pyrazol-5-yl)-3-(1H-pyrazol-5-yl)-1-(2,2,2-trifluoroethyl)-1H-pyrazolo[4,3-b]pyridin-7-yl)-3-methylmorpholine FC(N1N=CC=C1C1=CC(=C2C(=N1)C(=NN2CC(F)(F)F)C2=CC=NN2)N2[C@@H](COCC2)C)F